8-chloro-5-((2-(3-(5-(difluoromethyl)-6-oxo-1,6-dihydropyridazin-4-yl)propyl)-2-azaspiro[3.3]heptan-6-yl)methyl)-2-methylphthalazin-1(2H)-one ClC=1C=CC(=C2C=NN(C(C12)=O)C)CC1CC2(CN(C2)CCCC=2C=NNC(C2C(F)F)=O)C1